carbazoic acid C(NN)(=O)O